ClC1=CC(=C(C=C1)C1=CC(=C(C(=C1)C(C)C)CC(=O)NS(=O)(=O)C1=CC=C(C=C1)CN(C)C)C(C)C)F 2-[4-(4-chloro-2-fluorophenyl)-2,6-bis(propan-2-yl)phenyl]-N-{4-[(dimethylamino)methyl]benzene-sulfonyl}acetamide